tert-Butyl (2'S,7R)-2-chloro-4,4-difluoro-2'-methyl-spiro[5H-thieno[2,3-c]pyran-7,4'-piperidine]-1'-carboxylate ClC1=CC2=C(S1)[C@@]1(C[C@@H](N(CC1)C(=O)OC(C)(C)C)C)OCC2(F)F